[Si](C)(C)(C(C)(C)C)OCC=1N=C2N(C=C(C=C2N2C(N(C(C2)=O)C(C2=CC=CC=C2)(C2=CC=CC=C2)C2=CC=CC=C2)=O)C2CC2)C1 1-(2-(((tert-butyldimethylsilyl)oxy)methyl)-6-cyclopropylimidazo[1,2-a]pyridin-8-yl)-3-tritylimidazolidine-2,4-dione